4-(3-benzyloxy-2,6-dimethyl-phenyl)-1-(2,2-difluoroethyl)pyrrolo[2,3-b]pyridine-6-carbonitrile C(C1=CC=CC=C1)OC=1C(=C(C(=CC1)C)C1=C2C(=NC(=C1)C#N)N(C=C2)CC(F)F)C